C(C)(=O)C1=NN(C2=CC=C(C=C12)C=1C=NC(=NC1)C)CC(=O)N1[C@@H]2C[C@@]2(C[C@H]1C(=O)NC1=NC(=CC=C1C1CC1)Br)C (1R,3S,5R)-2-(2-(3-acetyl-5-(2-methylpyrimidin-5-yl)-1H-indazol-1-yl)acetyl)-N-(6-bromo-3-cyclopropyl-pyridin-2-yl)-5-methyl-2-azabicyclo[3.1.0]hexane-3-carboxamide